FC=1C=C2C(C3(C(NC2=CC1)=O)CCOCC3)O 6'-fluoro-4'-hydroxy-2,3,5,6-tetrahydro-1'H-spiro[pyran-4,3'-quinoline]-2'(4'H)-one